4-(2-Methoxyphenyl)piperidin-4-amine COC1=C(C=CC=C1)C1(CCNCC1)N